C(C)(C)(C)C1=C(C=C(C=C1)NC(C(C=1C=CC2=C(CCO2)C1)NC(=O)C1=CC(=NO1)O)=O)F N-(2-((4-tert-butyl-3-fluorophenyl)amino)-1-(2,3-dihydro-1-benzofuran-5-yl)-2-oxoethyl)-3-hydroxy-1,2-oxazole-5-carboxamide